C(C)(C)N1N=CC(=C1)C1=NN(C2=C1C=NC=C2)CC2=CC=C(C=C2)OC 3-(1-isopropyl-1H-pyrazol-4-yl)-1-(4-methoxybenzyl)-1H-pyrazolo[4,3-c]pyridine